FC1=C(C=CC(=C1)F)N(C1=CC2=C(N=C(N=C2)NC2CCOCC2)N(C1=O)C)C 6-[(2,4-difluoro-phenyl)-methyl-amino]-8-methyl-2-(tetrahydro-pyran-4-ylamino)-8H-pyrido[2,3-d]pyrimidin-7-one